BrCCC1=CC(=CC(=C1)CCBr)CCBr 1,3,5-tri(bromoethyl)benzene